ClC1=CN(C2=NC=C(C=C21)C(=O)NCCC2=CC=C(C=C2)N2CCNCC2)CC 3-chloro-1-ethyl-N-[2-[4-(piperazin-1-yl)phenyl]ethyl]-1H-pyrrolo[2,3-b]pyridine-5-carboxamide